C(C)(C)(C)OC(=O)N1[C@H](CC(C1)(F)F)C(=O)O (R)-1-(tert-butoxycarbonyl)-4,4-difluoropyrrolidine-2-carboxylic acid